O[C@H](CN(C(C1=C(C=C(C=C1)B1OC(C(O1)(C)C)(C)C)C)=O)C)C (S)-N-(2-hydroxypropyl)-N,2-dimethyl-4-(4,4,5,5-tetramethyl-1,3,2-dioxaborolan-2-yl)benzamide